FC(S(=O)(=O)[O-])(S(=O)(=O)[O-])F.FC(C1(OC2C3(CCC(C12)C3)COC3=C(C=CC=C3)[S+](C3=CC=CC=C3)C3=C(C=CC=C3)OCC31C2OC(C2C(CC3)C1)(C(F)(F)F)C(F)(F)F)C(F)(F)F)(F)F.FC(C1(OC3C2(CCC(C13)C2)COC2=C(C=CC=C2)[S+](C2=CC=CC=C2)C2=C(C=CC=C2)OCC21C3OC(C3C(CC2)C1)(C(F)(F)F)C(F)(F)F)C(F)(F)F)(F)F bis[bis[4,4-bis(trifluoromethyl)-3-oxatricyclo[4.2.1.02,5]-nonylmethoxyphenyl]phenyl-sulfonium] perfluoromethanedisulfonate